2-(3-[4-(3-Amino-3-methylpyrrolidin-1-yl)-5-(4-fluoro-1H-1,3-benzodiazol-2-yl)pyridin-3-yl]-5-fluorophenoxy)acetonitril NC1(CN(CC1)C1=C(C=NC=C1C1=NC2=C(N1)C=CC=C2F)C=2C=C(OCC#N)C=C(C2)F)C